C1(CC1)C=1C=C(C=2N(C1)C=C(N2)CNC=2N=CC1=C(N2)N=C(C=C1O)[C@@H]1[C@H](C1)C1=NC=CC(=N1)C)N1C(N(C(C1)=O)C)=O |o1:25,26| (6-cyclopropyl-2-(((5-hydroxy-7-((1S*,2S*)-2-(4-methylpyrimidin-2-yl)cyclopropyl)pyrido[2,3-d]pyrimidin-2-yl)amino)methyl)imidazo[1,2-a]pyridin-8-yl)-3-methylimidazolidine-2,4-dione